NC=1OC2=C(C=NC=C2[C@@H]2C[C@@H](OCC2)C(=O)N2[C@H](C3=C(C=C(C=C3CC2)Cl)Cl)C)N1 |&1:9,11| ((2RS,4SR)-4-(2-aminooxazolo[4,5-c]pyridin-7-yl)tetrahydro-2H-pyran-2-yl)((S)-6,8-dichloro-1-methyl-3,4-dihydroisoquinolin-2(1H)-yl)methanone